COC=1C=C(C=CC1OC)NC1=C(C=2N=C(C=NC2C=C1)OC)C#N 6-((3,4-dimethoxyphenyl)amino)-3-methoxyquinoxaline-5-carbonitrile